(S)-7-((1-(2-(benzyloxy)ethyl)-6-fluoro-3-iodo-4-carbonyl-1,4-dihydroquinolin-2-yl)methyl)-4-ethyl-4-hydroxy-1H-pyrano[3,4-c]pyridine-3,8(4H,7H)-dione C(C1=CC=CC=C1)OCCN1C(=C(C(C2=CC(=CC=C12)F)=C=O)I)CN1C(C2=C(C=C1)[C@@](C(OC2)=O)(O)CC)=O